5-(2-Methyl-4-phenoxyphenyl)-4-oxo-N-((1S,2S)-2-propionamidocyclohexyl)-4,5-dihydro-3H-1-thia-3,5,8-triazaacenaphthylene-2-carboxamide CC1=C(C=CC(=C1)OC1=CC=CC=C1)N1C(NC2=C(SC=3N=CC=C1C32)C(=O)N[C@@H]3[C@H](CCCC3)NC(CC)=O)=O